NCCN1C2=CC=C(C=C2C=2C=CC(=CC12)NC1=NC=C(C(=C1)Cl)Cl)Cl 9-(2-Aminoethyl)-6-chloro-N-(4,5-dichloropyridin-2-yl)-9H-carbazol-2-amine